N=1SN=C2C1C=CC(=C2)COC2=CC=CC(=N2)C2=CC(=C(CC1=NC3=C(N1C[C@H]1OCC1)C=C(C=C3)C(=O)O)C=C2F)F (S)-2-(4-(6-(benzo[c][1,2,5]thiadiazol-5-ylmethoxy)pyridin-2-yl)-2,5-difluorobenzyl)-1-(oxetan-2-ylmethyl)-1H-benzo[d]imidazole-6-carboxylic acid